(2S)-2-Amino-3-[5-[bis(2-chloroethyl)amino]-1-methyl-benzimidazol-2-yl]propanoic acid N[C@H](C(=O)O)CC1=NC2=C(N1C)C=CC(=C2)N(CCCl)CCCl